(1-ethyl-1H-benzo[d]imidazol-2-yl)ethan-1-ol C(C)N1C(=NC2=C1C=CC=C2)C(C)O